COC=1C=C(C=CC1)C=NN1C(CNC(C1)=O)=O 1-(3-methoxyphenylmethyleneamino)piperazine-2,5-dione